C1(CCC(CCCCCCCCC)O1)=O δ-tridecanolactone